N-(8-(4,4-difluoropiperidin-1-yl)imidazo[1,2-a]pyrazin-6-yl)-5-methyl-4-nitro-2-(6-azaspiro[2.5]oct-6-yl)benzamide FC1(CCN(CC1)C=1C=2N(C=C(N1)NC(C1=C(C=C(C(=C1)C)[N+](=O)[O-])N1CCC3(CC3)CC1)=O)C=CN2)F